N-(3-(2-((2-(4-methylpiperazin-1-yl)ethyl)amino)thiazol-4-yl)phenyl)-4-pentylbenzenesulfonamide CN1CCN(CC1)CCNC=1SC=C(N1)C=1C=C(C=CC1)NS(=O)(=O)C1=CC=C(C=C1)CCCCC